OC(C(C(=O)C(O)(C[N+](C)(C)C)CC([O-])=O)C)C 3-hydroxy-2-methyl-butyryl-carnitine